O[C@H]1[C@H](O)[C@H](O)[C@@H](O)[C@H](O1)C(=O)O beta-D-guluronic acid